N,N-Bis(4-METHYLPHENYL)aniline CC1=CC=C(C=C1)N(C1=CC=CC=C1)C1=CC=C(C=C1)C